ClC1=C(C(=CC=C1)Cl)C=1N=C2C=3C=C(C=NC3C=CN2C1C)C=1C=NN(C1)C1CN(C1)C(=O)C=1N=COC1 (3-(4-(2-(2,6-Dichlorophenyl)-3-methylimidazo[2,1-f][1,6]naphthyridin-9-yl)-1H-pyrazol-1-yl)azetidin-1-yl)(oxazol-4-yl)methanone